C1(CC1)C=1C=NN(C1CO[C@H]1[C@@H]2CN([C@H](C1)C2)C2=CC=C(C(=O)NS(=O)(=O)C1CC1)C=C2)C2=C(C=CC=C2Cl)Cl 4-((1S,4S,5R)-5-((4-Cyclopropyl-1-(2,6-dichlorophenyl)-1H-pyrazol-5-yl)methoxy)-2-azabicyclo[2.2.1]heptan-2-yl)-N-(cyclopropylsulfonyl)benzamid